3-(5-(4-(((1-cyclopropylcyclobutyl)amino)methyl)pyridin-2-yl)-1-oxoisoindolin-2-yl)piperidine-2,6-dione C1(CC1)C1(CCC1)NCC1=CC(=NC=C1)C=1C=C2CN(C(C2=CC1)=O)C1C(NC(CC1)=O)=O